O=C1NC(CCC1C=1C=C(C=CC1)NC(CCCC)=O)=O N-[3-(2,6-dioxo-3-piperidyl)phenyl]pentanamide